C(C)(C)(C)OC(=O)N1C[C@@H](CCC1)O.C=C1CC(CC(C1)(C)C)=O 3-methylene-5,5-dimethyl-cyclohexanone tert-butyl-(3R)-3-hydroxypiperidine-1-carboxylate